IC=1C=C(C=CC1)C(COCC(CNC(OCC1=CC=CC=C1)=O)C)(C(=O)N(C)OC)C benzyl (3-(2-(3-iodo-phenyl)-3-(methoxy-(methyl)amino)-2-methyl-3-oxopropoxy)-2-methylpropyl)-carbamate